2-(2,6-dioxopiperidin-3-yl)-5-((2-(3-(4-(4-(5-(2-fluoro-6-methoxyphenyl)-1H-pyrazolo[4,3-d]pyrimidin-3-yl)phenyl)piperazin-1-yl)-3-oxopropoxy)ethyl)amino)isoindoline-1,3-dione O=C1NC(CCC1N1C(C2=CC=C(C=C2C1=O)NCCOCCC(=O)N1CCN(CC1)C1=CC=C(C=C1)C1=NNC2=C1N=C(N=C2)C2=C(C=CC=C2OC)F)=O)=O